ClC1C(C=O)(C=C(C=C1)F)[2H] 2-chloro-5-fluorobenzaldehyde-1-d